N-[2-(dimethylamino)ethyl]-4-[(6-oxopyrido[2,3-e]pyrrolo[1,2-a]pyrazin-5(6H)-yl)methyl]benzamide CN(CCNC(C1=CC=C(C=C1)CN1C(C=2N(C3=C1N=CC=C3)C=CC2)=O)=O)C